COC(=O)C1=NC2=CC=C(C=C2C(=C1F)OC)O fluoro-6-hydroxy-4-methoxyquinoline-2-carboxylic acid methyl ester